C1(=CC=C(C=C1)NC1=CC=CC2=CC=CC=C12)C1=CC=CC=C1 N-([1,1'-biphenyl]-4-yl)naphthalen-1-amine